C(C)(C)(C)C1(C(N=C(C=C1)C1=CC=C(C=C1)C)NC1CCCC1)N 3-tert-butyl-N2-cyclopentyl-6-(p-tolyl)pyridine-2,3-diamine